C1N(CCC2=CC=CC=C12)C(=O)N1C(CCCC1)C(=O)NC 1,2,3,4-tetrahydroisoquinoline-2-carbonyl-N-methylpiperidine-2-carboxamide